C([C@@H]1[C@@H]([C@@H]([C@H]([C@@H](O1)O)O)O[C@@H]2[C@H]([C@H]([C@@H]([C@H](O2)CO)O)O)O)O)O The molecule is a glycosylgalactose consisting of alpha-D-mannopyranose and beta-D-galactopyranose residues joined in sequence by a (1->3) glycosidic bond. It derives from a beta-D-galactose and an alpha-D-mannose.